O1CC(CC1)[C@H](C)O (1S)-1-(tetrahydrofuran-3-yl)ethan-1-ol